OCC(NCC(CS(=O)(=O)O)O)(CO)CO 3-[N-tris(hydroxymethyl)methylamino]-2-hydroxy-propanesulfonic acid